(R)-7-(4-(1-(2,2-difluoro-1-(4-fluorophenyl)propyl)-1H-pyrazol-4-yl)-5-fluoropyrimidin-2-yl)-2-(2,5-dimethyl-1H-pyrrol-1-yl)-8-methyl[1,2,4]-triazolo[1,5-a]pyridine FC([C@@H](C1=CC=C(C=C1)F)N1N=CC(=C1)C1=NC(=NC=C1F)C1=C(C=2N(C=C1)N=C(N2)N2C(=CC=C2C)C)C)(C)F